ClC1=CC=C(OC=2C=CC(=C(N)C2)OC)C=C1 5-(4-Chloro-phenoxy)-2-methoxyaniline